(Z)-4-fluoro-N-phenylbenzimidoyl cyanide FC1=CC=C(/C(=N/C2=CC=CC=C2)/C#N)C=C1